FC(CC)(F)C=1C(=CC(=NC1)NC(C)=O)NCC1=CC=C(C=C1)OC N-(5-(1,1-difluoropropyl)-4-((4-methoxybenzyl)amino)pyridin-2-yl)acetamide